(R)-4-((1-cyclopropylethyl)amino)-1-phenyl-7-(trifluoromethyl)quinazolin-2(1H)-one C1(CC1)[C@@H](C)NC1=NC(N(C2=CC(=CC=C12)C(F)(F)F)C1=CC=CC=C1)=O